ethyl 2-((3bS,4aS)-3-cyclopropyl-3b,4,4a,5-tetrahydro-1H-cyclopropa[3,4]cyclopenta[1,2-c]pyrazol-1-yl)acetate C1(CC1)C=1C2=C(N(N1)CC(=O)OCC)C[C@H]1[C@@H]2C1